ClC1=CC2=C(C=N1)C1(CN2C(=O)OC(C)(C)C)CC1 tert-butyl 6'-chlorospiro[cyclopropane-1,3'-pyrrolo[3,2-c]pyridine]-1'(2'H)-carboxylate